4-(4-methyl-piperazin-1-yl)-N-{6-[2-(4-trifluoromethyl-benzyloxy)-ethoxy]-1H-indazol-3-yl}-benzamide tosylate S(=O)(=O)(O)C1=CC=C(C)C=C1.CN1CCN(CC1)C1=CC=C(C(=O)NC2=NNC3=CC(=CC=C23)OCCOCC2=CC=C(C=C2)C(F)(F)F)C=C1